[He].[Fe] iron helium